OC1CN(C1)C(=O)O[C@@H]1CC[C@H](CC1)C(N(C1=NC=CC(=C1)C=1N=C(OC1)C1CC1)C[C@@H]1CC[C@H](CC1)C1=NC(=C(C=C1)OC)C#N)=O trans-4-(((trans-4-(6-Cyano-5-methoxypyridin-2-yl)cyclohexyl) methyl)(4-(2-cyclopropyloxazol-4-yl)pyridine-2-yl)carbamoyl)cyclohexyl 3-hydroxyazetidine-1-carboxylate